4-methoxy-6,7-dihydro-5H-benzo[7]annulen-8-yl trifluoromethane-sulfonate FC(S(=O)(=O)OC=1CCCC2=C(C1)C=CC=C2OC)(F)F